(2S)-N-(4-(cyclopropylamino)-3,4-dioxo-1-((S)-2-oxopyrrolidin-3-yl)butan-2-yl)-4,4-dimethyl-2-((R)-3-phenylbutanamido)pentanamide C1(CC1)NC(C(C(C[C@H]1C(NCC1)=O)NC([C@H](CC(C)(C)C)NC(C[C@@H](C)C1=CC=CC=C1)=O)=O)=O)=O